((4-bromo-2-fluorophenyl)imino)-3,3-dimethyl-1λ6-thietane-1-oxide BrC1=CC(=C(C=C1)N=S1(CC(C1)(C)C)=O)F